(7-(5-methylisoxazol-3-yl)-3-(3-(thieno[3,2-b]pyridin-7-ylthio)-1H-pyrazolo[3,4-b]pyrazin-6-yl)-3-azabicyclo[4.1.0]heptan-7-yl)methanamine CC1=CC(=NO1)C1(C2CCN(CC12)C1=CN=C2C(=N1)NN=C2SC2=C1C(=NC=C2)C=CS1)CN